(S)-(+)-N-(1,2,3,4-tetrahydro-isoquinolin-1-ylmethyl)-acetamide [C@@H]1(NCCC2=CC=CC=C12)CNC(C)=O